C(C)N(CCOC=1N=C(C2=C(N1)CN(CC2)C2=C1C=NNC1=CC=C2C)N2CCN(CC2)C(C=C)=O)CC 1-[4-[2-[2-(diethylamino)ethoxy]-7-(5-methyl-1H-indazol-4-yl)-6,8-dihydro-5H-pyrido[3,4-d]pyrimidin-4-yl]piperazin-1-yl]prop-2-en-1-one